6-bromo-2-(1H-indol-3-yl)-4-methoxy-pyrazolo[1,5-a]pyridine BrC=1C=C(C=2N(C1)N=C(C2)C2=CNC1=CC=CC=C21)OC